3-isopropyl-1-p-toluenesulfonyl-1H-pyrrolo[3,2-b]pyridin-5-ol C(C)(C)C1=CN(C=2C1=NC(=CC2)O)S(=O)(=O)C2=CC=C(C)C=C2